tert-butyl (R)-4-(3-(5-((4-(4-cyano-6-methylpyrimidin-2-yl)piperazin-1-yl)sulfonyl)indoline-1-carbonyl)phenyl)-3-(2-methoxy-2-oxoethyl)piperazine-1-carboxylate C(#N)C1=NC(=NC(=C1)C)N1CCN(CC1)S(=O)(=O)C=1C=C2CCN(C2=CC1)C(=O)C=1C=C(C=CC1)N1[C@@H](CN(CC1)C(=O)OC(C)(C)C)CC(=O)OC